5-fluoro-2,3-dihydro-1H-imidazofluorene FC=1C=2C=3C=CC=CC3CC2C2=C(C1)NCN2